COC1=NC(=NC(=C1)OC)N1C(SC2=C1C=C(C(=C2)F)N=C=S)=O 3-(4,6-dimethoxypyrimidin-2-yl)-6-fluoro-5-isothiocyanato-benzothiazol-2(3H)-one